3-(3-((6-(2-fluorophenoxy)pyridin-3-yl)methyl)isoxazol-5-yl)pyridin FC1=C(OC2=CC=C(C=N2)CC2=NOC(=C2)C=2C=NC=CC2)C=CC=C1